ClC1=NN(C2=CC=C(C=C12)COC1=CC=C2C=C(COC2=C1)CN1C(C(C1)C(=O)O)CCl)C(C)C 1-[7-(3-chloro-1-isopropyl-1H-indazol-5-ylmethoxy)-2H-chromen-3-ylmethyl]-chloromethyl-azetidine-3-carboxylic acid